3-(2-(dibenzylamino)-2-oxoethyl)-1H-indole-1-carboxylic acid tert-butyl ester C(C)(C)(C)OC(=O)N1C=C(C2=CC=CC=C12)CC(=O)N(CC1=CC=CC=C1)CC1=CC=CC=C1